N1(CCCC1)C1=CC=C(C=N1)N1CCNCCC1 1-(6-(pyrrolidin-1-yl)pyridin-3-yl)-1,4-diazepan